C(C)(=O)O[C@H]1[C@H](N(C[C@@H]1OC(=O)OC(C)(C)C)C(=O)OC(C)(C)C)CC1=CC=C(C=C1)OC1CC1 tert-butyl (2R,3S,4S)-3-(acetyloxy)-4-[(tert-butoxycarbonyl)oxy]-2-[(4-cyclopropoxyphenyl)methyl]pyrrolidine-1-carboxylate